C=C(C[C@H](N)C(=O)O)C(N)=O L-γ-Methyleneglutamine